trifluoromethylphenylphosphine oxide FC(F)(F)P(C1=CC=CC=C1)=O